(R)-(1E,4E)-6-(1-(8-(1-methyl-4-piperazineacetyloxy)octyloxy)-4-methylpent-3-en-1-yl)-5,8-dimethoxynaphthalene-1,4-dione dioxime CN1CCN(CC1)CC(=O)OCCCCCCCCO[C@H](CC=C(C)C)C=1C(=C2/C(/C=C\C(\C2=C(C1)OC)=N/O)=N/O)OC